FC=1C=C(C=C(C1)F)CC(=O)NNC(C(=O)OCC)=O ethyl 2-[2-[2-(3,5-difluorophenyl)acetyl]hydrazino]-2-oxo-acetate